cis-Ethyl 8-((3,4-difluorophenyl)carbamoyl)-7-methyl-3a,4,10,10a-tetrahydro-1H,7H-dipyrrolo[3,4-b:3',4'-f][1,4,5]oxathiazocine-2(3H)-carboxylate 5,5-dioxide FC=1C=C(C=CC1F)NC(=O)C=1N(C=C2C1OC[C@@H]1[C@H](NS2(=O)=O)CN(C1)C(=O)OCC)C